(2R,3'S)-3-(2-cyclopentyl-2-phenyl-2-hydroxyacetoxy)(methoxycarbonylmethyl)-1-methylpyrrolidinium bromide [Br-].C1(CCCC1)[C@@](C(=O)OC1C[N+](CC1)(C)CC(=O)OC)(O)C1=CC=CC=C1